ClC1=C(C(=NN1C)C)[N+](=O)[O-] 5-chloro-1,3-dimethyl-4-nitropyrazole